FC=1C=C(C(=O)N)C=CC1OCC1=NC=CC=N1 3-fluoro-4-(pyrimidin-2-ylmethoxy)benzamide